C(C1=CC=CC=C1)OC(=O)N1C[C@H]([C@@H](C1)COC1=C(C=C(C=C1)S(N)(=O)=O)[N+](=O)[O-])CF.O=C1N[C@@H]([C@H]2CNC[C@H]21)CC(=O)N 2-((1R,3aS,6aR)-3-oxooctahydropyrrolo[3,4-c]pyrrol-1-yl)acetamide trans-benzyl-3-(fluoromethyl)-4-((2-nitro-4-sulfamoylphenoxy)methyl)pyrrolidine-1-carboxylate